N-[(2S)-1-amino-1-oxopropan-2-yl]-3-chloro-5-[(trifluoromethyl)sulfanyl]benzamide NC([C@H](C)NC(C1=CC(=CC(=C1)SC(F)(F)F)Cl)=O)=O